4-([(4-BROMOTHIOPHEN-2-YL)METHYL](METHYL)AMINO)BENZALDEHYDE BrC=1C=C(SC1)CN(C1=CC=C(C=O)C=C1)C